C([C@@H]1[C@H]([C@@H]([C@@H]([C@H](O1)O)O)O[C@@H]2[C@H]([C@H]([C@@H]([C@H](O2)CO)O)O)O[C@@H]3[C@H]([C@H]([C@@H]([C@H](O3)CO)O)O)O[C@@H]4[C@H]([C@H]([C@@H]([C@H](O4)CO)O)O)O)O)O The molecule is an alpha-D-Manp-(1->2)-alpha-D-Manp-(1->2)-alpha-D-Manp-(1->3)-D-Manp in which the carbon bearing the anomeric hydroxy group has alpha- configuration. It has a role as an epitope.